OCCC(C(C(NC1=CC=C(C=C1)N)CCO)O)NC1=CC=C(C=C1)N bis-(2-hydroxyethyl)-N,N'-bis-(4-aminophenyl)-1,3-diaminopropan-2-ol